bromo-3-fluoro-2-iodo-1H-indole BrN1C(=C(C2=CC=CC=C12)F)I